5,5-difluoropiperidine-3-carboxamide FC1(CC(CNC1)C(=O)N)F